1-{(2S)-2-[(3R/S)-4-(methylsulfonyl)-3-methylpiperazin-1-yl]propyl}-5-formyl-4-methyl-1H-indole-2-carbonitrile CS(=O)(=O)N1[C@@H](CN(CC1)[C@H](CN1C(=CC2=C(C(=CC=C12)C=O)C)C#N)C)C |&1:5|